C(C)(C)(C)C1=CNC=C1 3-(tert-butyl)-1H-pyrrole